5'-(1-(cyclobutylmethyl)-2,2-dioxido-1,3-dihydrobenzo[c]isothiazol-5-yl)-1-isopropyl-[3,3'-bipyridin]-6(1H)-one C1(CCC1)CN1S(CC2=C1C=CC(=C2)C=2C=C(C=NC2)C2=CN(C(C=C2)=O)C(C)C)(=O)=O